C(CCCCCCCCCCCCCCCCC)OC(CSCC(=O)O)=O 2-((2-(Octadecyloxy)-2-oxoethyl)thio)acetic Acid